5α-hydroxy-6β-(4-aminobutyl-amino)campestan-3β-ol O[C@]12[C@@H](C[C@H]3[C@@H]4CC[C@H]([C@@H](CC[C@H](C(C)C)C)C)[C@]4(CC[C@@H]3[C@]2(CC[C@@H](C1)O)C)C)NCCCCN